ClC=1C=C(C=CC1F)NC(N(C)[C@@H]1CCCC=2NC(C3=CC(=C(C=C3C12)F)F)=O)=O (R)-3-(3-chloro-4-fluorophenyl)-1-(8,9-difluoro-6-oxo-1,2,3,4,5,6-hexahydrophenanthridin-1-yl)-1-methylurea